FC1(CN(CC[C@H]1NC1=NN2C(C(=N1)OC)=C(C=C2)C=2C=CC1=C(N(N=N1)C[C@@H](C)F)C2)C([2H])([2H])[2H])F N-((R)-3,3-difluoro-1-(methyl-d3)piperidin-4-yl)-5-(1-((R)-2-fluoropropyl)-1H-benzo[d][1,2,3]triazol-6-yl)-4-methoxypyrrolo[2,1-f][1,2,4]triazin-2-amine